2-(3-chlorophenyl)-6,7-dihydrooxazolo[5,4-d]pyrrolo[1,2-a]pyrimidin-9(5H)-one ClC=1C=C(C=CC1)C=1OC=2N=C3N(C(C2N1)=O)CCC3